2-bromo-1-iodo-4-nitro-benzene BrC1=C(C=CC(=C1)[N+](=O)[O-])I